1-Dodecyl-1-ethylpyrrolidinium chlorid [Cl-].C(CCCCCCCCCCC)[N+]1(CCCC1)CC